C(O)NC(CCC)=O N-methylolbutyramide